OC[C@@H](C(=O)[O-])C (S)-(+)-3-hydroxy-2-methyl-propionate